C(C)OC(CCC=1C=NC(=CC1N)OC)=O.ClC=1C=C(C=CC1)C(=O)N1CC2(CC2C1)C#CC1=NC=CC=C1 (3-chlorophenyl)(1-(pyridin-2-ylethynyl)-3-azabicyclo[3.1.0]hexan-3-yl)methanone Ethyl-3-(4-amino-6-methoxypyridin-3-yl)propanoate